(±)-4-((1-(3-(difluoromethyl)-2-fluorophenyl)ethyl)amino)-2-methyl-6-(1-methyl-6-oxo-1,6-dihydropyridin-3-yl)pyrido[2,3-d]pyrimidin-7(8H)-one FC(C=1C(=C(C=CC1)[C@@H](C)NC=1C2=C(N=C(N1)C)NC(C(=C2)C2=CN(C(C=C2)=O)C)=O)F)F |r|